COC1=CC=C(CN(S(=O)(=O)C=2C=NC(=C(C2)C=2N=C3OC(CN3C2)C)NCC2=CC(=CC=C2)C(F)(F)F)C)C=C1 N-(4-methoxybenzyl)-N-methyl-5-(2-methyl-2,3-dihydroimidazo[2,1-B]oxazol-6-yl)-6-((3-(trifluoromethyl)benzyl)amino)pyridine-3-sulfonamide